FC(C1=CC(=C(C(=O)O)C=C1F)NC1=C(C=C(C=C1)F)C)F 4-(difluoro-methyl)-5-fluoro-2-((4-fluoro-2-methylphenyl)-amino)benzoic acid